diethyl 6-(2-ethoxycarbonyl-2-oxo-ethyl)-5-nitro-8-fluoroquinoline-2,4-dicarboxylate C(C)OC(=O)C(CC=1C(=C2C(=CC(=NC2=C(C1)F)C(=O)OCC)C(=O)OCC)[N+](=O)[O-])=O